FC1=C(C=C(C(=C1O)F)F)C=1SC(=CN1)CN1C([C@@H]2C[C@@H]2C1=O)=O (1R,5S)-3-((2-(2,4,5-Trifluoro-3-hydroxyphenyl)thiazol-5-yl)methyl)-3-azabicyclo[3.1.0]hexane-2,4-dione